FC1=CC=C(C=C1)C=1C=C(N(N1)C1CN(CC1)C(C=C)=O)C1=NN(C=C1)C 1-(3-(5'-(4-fluorophenyl)-1-methyl-1H,2'H-[3,3'-bipyrazol]-2'-yl)pyrrolidin-1-yl)prop-2-en-1-one